C1(CCCC1)C(=O)N1CCN(CC1)CC1=C(N=C2N1C=CC=C2)C2=CC=C(C=C2)C cyclopentyl(4-{[2-(4-methylphenyl)imidazo[1,2-a]pyridin-3-yl]methyl}piperazin-1-yl)methanone